alpha-methyl-cinnamaldehyde CC(C=O)=CC1=CC=CC=C1